FC=1C(=CC2=C(N=C(O2)C2=CC=CC=C2)C1)[N+](=O)[O-] 5-Fluoro-6-nitro-2-phenyl-1,3-benzoxazole